5-(2-(dimethylamino)ethoxy)-1H-indole CN(CCOC=1C=C2C=CNC2=CC1)C